C1(=CC=CC=C1)[C@@H]1CNCCC1 (R)-3-phenylpiperidine